propenyl-lysine iron-indium [In].[Fe].C(=CC)N[C@@H](CCCCN)C(=O)O